CC1=NOC(=N1)C1C2(CCC(C1)CC2)C=O (3-methyl-1,2,4-oxadiazol-5-yl)bicyclo[2.2.2]octane-1-carbaldehyde